2-methoxy-1,7-dimethyl-1,7-dihydro-6H-purin-6-one COC=1N(C(C=2N(C=NC2N1)C)=O)C